(3S)-3-(2-hydroxyethyl)pyrrolidine-1-carboxylic acid tert-butyl ester C(C)(C)(C)OC(=O)N1C[C@@H](CC1)CCO